ClC1=C(N)C(=CC(=C1)[N+](=O)[O-])Cl 2,6-Dichloro-4-NitroAniline